CN1N=C(C=2C1=NN=C(C2)C=2C(NC(NC2)=O)=O)C2(CC2)C2=CC=CC=C2 5-[1-methyl-3-(1-phenylcyclopropyl)pyrazolo[3,4-c]pyridazin-5-yl]-1H-pyrimidine-2,4-dione